Ethyl (2-cyano-6-methoxyphenyl)carbamate C(#N)C1=C(C(=CC=C1)OC)NC(OCC)=O